2-((S)-4-((S)-2-(((S)-1-methylpyrrolidin-2-yl)methoxy)-7-(naphthalen-1-yl)-5,6,7,8-tetrahydroquinazolin-4-yl)-1-(2,3,3-trideuteropropan-2-enoyl)piperazin-2-yl)acetonitrile formate C(=O)O.CN1[C@@H](CCC1)COC1=NC=2C[C@H](CCC2C(=N1)N1C[C@@H](N(CC1)C(C(=C([2H])[2H])[2H])=O)CC#N)C1=CC=CC2=CC=CC=C12